N,N'-bis(3-phenylbut-3-enyl)hexahydropyrroloisoindole C1(=CC=CC=C1)C(CCN1CC2=C3C(CCC2C1)N(C=C3)CCC(=C)C3=CC=CC=C3)=C